CC1=NC=C(C=N1)NC(O[C@H](C)[C@H](C)OC1=CC2=C(N=C(S2)C2=C3N=CC(=NC3=CC(=C2)C)C(N)=O)C=C1F)=O (2R,3S)-3-((2-(2-carbamoyl-7-methylquinoxalin-5-yl)-5-fluorobenzo[d]thiazol-6-yl)oxy)butan-2-yl (2-methylpyrimidin-5-yl)carbamate